N1=C(C=CC=C1)CN1C[C@@H]2[C@H](C1)CC(C2)NC=2N=NC(=CC2)C2=C(C(=CC(=C2)F)F)F (3aR,5s,6aS)-2-(pyridin-2-ylmethyl)-N-(6-(2,3,5-trifluorophenyl)pyridazin-3-yl)octahydrocyclopenta[c]pyrrol-5-amine